CN(C)CC1=CC=C(C=C1)C=1C(=NC=2C=C3C(=CC2N1)NC=N3)C3=CC=CC=C3 N,N-dimethyl-1-[4-(6-phenyl-1H-imidazo[4,5-g]quinoxalin-7-yl)phenyl]methylamine